C(C)(C)(C)OC(=O)N1CC(C1)OC1=CC=C(C=C1)OC=1C2=C(SC1C(C1=CC(=CC=C1)F)=O)C=C(C=C2)OC 3-(4-((2-(3-Fluorobenzoyl)-6-methoxybenzo[b]thiophen-3-yl)oxy)phenoxy)azetidine-1-carboxylic acid Tert-butyl ester